ClC=1C=CC2=C(C=C(O2)C2=NN=C(O2)[C@@H]2CC[C@H](CC2)CN)C1 trans-(4-(5-(5-chlorobenzofuran-2-yl)-1,3,4-oxadiazol-2-yl)cyclohexyl)methylamine